N[C@@H](CCCCN)CS lysinethiol